sodium 2,2-dihydroxymethyl-butoxide OCC(C[O-])(CC)CO.[Na+]